3-(4-amino-3-(4-(2-fluoro-3-methoxyphenoxy)phenyl)-1H-pyrazolo[3,4-d]pyrimidin-1-yl)cyclopentane-1-ol NC1=C2C(=NC=N1)N(N=C2C2=CC=C(C=C2)OC2=C(C(=CC=C2)OC)F)C2CC(CC2)O